6-cyclopropyl-N-(3-(3,3-difluoro-1-((4-methyl-4H-1,2,4-triazol-3-yl)methyl)cyclobutyl)phenyl)-4-((3-(hydroxymethyl)-3-methylazetidin-1-yl)methyl)picolinamide C1(CC1)C1=CC(=CC(=N1)C(=O)NC1=CC(=CC=C1)C1(CC(C1)(F)F)CC1=NN=CN1C)CN1CC(C1)(C)CO